N1C(=NC2=C1C=CC=C2)N[C@@H]2C[C@H](C1=CC(=C3C=C(N=CC3=C12)C1CC1)S(NCC(C)C)(=O)=O)NC(=O)NC(OCC)=O |r| Ethyl N-[[Trans-(7RS,9RS)-9-(1H-benzimidazol-2-ylamino)-3-cyclopropyl-5-(2-methylpropylsulfamoyl)-8,9-dihydro-7H-cyclopenta[h]isochinolin-7-yl]carbamoyl]carbamat